NCC1=NNC(C2=CC=C(C=C12)C=1C=NN2C1CN(CC2)C)=O 4-(aminomethyl)-6-(5-methyl-4,5,6,7-tetrahydropyrazolo[1,5-a]pyrazin-3-yl)phthalazin-1(2H)-one